3-(5-(5-(2-bromophenyl)-1,2,4-oxadiazol-3-yl)-1H-benzo[d][1,2,3]triazol-1-yl)propan-1-ol BrC1=C(C=CC=C1)C1=NC(=NO1)C1=CC2=C(N(N=N2)CCCO)C=C1